5-Formyl-6-methoxypyridine C(=O)C=1C=CC=NC1OC